NC1=CC(=NC(=C1C#N)C1=CC(=CC=C1)N1C[C@@H](CC1)O)C=1SC=CN1 (R)-4-amino-2-(3-(3-hydroxypyrrolidin-1-yl)phenyl)-6-(thiazol-2-yl)nicotinonitrile